di(1-adamantyl)(2,6-dimethylphenyl)phosphine 2,2-Difluoro-3-methoxypropyl-triflate FC(COS(=O)(=O)C(F)(F)F)(COC)F.C12(CC3CC(CC(C1)C3)C2)P(C2=C(C=CC=C2C)C)C23CC1CC(CC(C2)C1)C3